benzene-1,2,3,4,5,6-hexathiol C1(=C(C(=C(C(=C1S)S)S)S)S)S